FC1(CC[C@@H]2CN(C[C@@H]21)C=2C=1N=C3N(C1N=C(N2)C=2C=NC(=NC2)N)CCOC3(C)C)F |r| (±)-5-(4-((cis)-4,4-difluorohexahydrocyclopenta[c]pyrrol-2(1H)-yl)-6,6-dimethyl-8,9-dihydro-6H-[1,4]oxazino[4,3-e]purin-2-yl)pyrimidin-2-amine